((6-(3,5-dimethyl-4-(quinoxalin-2-yl)-1H-pyrazol-1-yl)hexyl)amino)-2-(2,6-dioxopiperidin-3-yl)isoindoline-1,3-dione CC1=NN(C(=C1C1=NC2=CC=CC=C2N=C1)C)CCCCCCNC1=C2C(N(C(C2=CC=C1)=O)C1C(NC(CC1)=O)=O)=O